4-(7-methyl-1,1-dioxobenzo[e][1,4,3]oxathiazin-3-yl)benzonitrile CC=1C=CC2=C(S(N=C(O2)C2=CC=C(C#N)C=C2)(=O)=O)C1